1-amino-N-[3-(2-aminoquinazolin-6-yl)-2,4-difluorophenyl]-6-chloro-2,3-dihydro-1H-indene-4-sulfonamide NC1CCC=2C(=CC(=CC12)Cl)S(=O)(=O)NC1=C(C(=C(C=C1)F)C=1C=C2C=NC(=NC2=CC1)N)F